S(=O)(=O)(O)O.C=CCCCC hexene sulfate